3-cyclohexyl-1-(4-phenylsulfanylphenyl)-1-propanone C1(CCCCC1)CCC(=O)C1=CC=C(C=C1)SC1=CC=CC=C1